N1N=CC=2C1=NC=C(C2)OC2CC1(C(N(C3=CC=CC=C13)CC(=O)OC(C)(C)C)=O)C2 tert-butyl 2-((1s,3s)-3-((1H-pyrazolo[3,4-b]pyridin-5-yl)oxy)-2'-oxospiro[cyclobutane-1,3'-indolin]-1'-yl)acetate